(carbamoylamino)-5-(3-fluorophenyl)-N-[(3S)-piperidin-3-yl]thiophene-2-carboxamide C(N)(=O)NC1=C(SC(=C1)C1=CC(=CC=C1)F)C(=O)N[C@@H]1CNCCC1